6-[5-(Oxiran-2-ylmethyl)-2-oxo-oxazolidin-3-yl]-4-(2-trimethylsilylethoxymethyl)pyrazino[2,3-B][1,4]oxazin-3-one O1C(C1)CC1CN(C(O1)=O)C1=NC2=C(OCC(N2COCC[Si](C)(C)C)=O)N=C1